NC1CN(CCC1)C=O (3-aminopiperidin-1-yl)methanone